NC(C(=N)SC1=NOC(C1)(C)C)=S (5,5-dimethyl-4H-isoxazol-3-yl) 2-amino-2-thioxo-ethanimidothioate